C(C)OC([C@@H](CC)C)=O |r| (+-)-2-Methylbutyric acid ethyl ester